Cl.O1COC2=C1C=CC(=C2)N(C(C2=CC(=CC=C2)N2N=C(C=1CNCCC12)C(F)(F)F)=O)C N-(1,3-Benzodioxol-5-yl)-N-methyl-3-[3-(trifluoromethyl)-4,5,6,7-tetrahydropyrazolo[4,3-c]pyridin-1-yl]benzamid Hydrochlorid